FC(S(=O)(=O)[O-])(F)F.C(CCCCCCC)[Si+](C)C octyl-dimethyl-silicon trifluoromethanesulfonate